ClC1=C(C(=CC=C1Cl)OC)C1=CC(C(C1)=CN(C)C)=O 3-(2,3-dichloro-6-methoxyphenyl)-5-((dimethylamino)methylene)cyclopent-2-en-1-one